L(+)-malic acid C([C@@H](O)CC(=O)O)(=O)O